ClC1=C(C=CC=C1)C(C(C#N)C)C=1C=NC(=NC1)C 3-(2-chlorophenyl)-2-methyl-3-(2-methylpyrimidin-5-yl)propionitrile